N-benzyl-alpha-(4-(acetoxyl)phenyl)nitrone tert-butyl-2-[4-[1-[(3R)-2,6-dioxo-3-piperidyl]indolin-4-yl]-1-piperidyl]acetate C(C)(C)(C)OC(CN1CCC(CC1)C1=C2CCN(C2=CC=C1)[C@H]1C(NC(CC1)=O)=O)=O.C(C1=CC=CC=C1)[N+](=CC1=CC=C(C=C1)OC(=O)C)[O-]